sodium (S)-tert-butyl ((4-((5,7-difluorochroman-4-yl)oxy)-6-(dimethylcarbamoyl)-2-methyl-1H-benzo[d]imidazol-1-yl)methyl) phosphate P(=O)(OC(C)(C)C)(OCN1C(=NC2=C1C=C(C=C2O[C@H]2CCOC1=CC(=CC(=C21)F)F)C(N(C)C)=O)C)[O-].[Na+]